(2S)-2-{[(1S)-2,2-difluoro-1-(3-methoxyphenyl)ethyl]amino}-5,5-dimethylhexanoic acid FC([C@H](C1=CC(=CC=C1)OC)N[C@H](C(=O)O)CCC(C)(C)C)F